6-Oxo-6-{[2-(pent-4-en-1-yl)hept-6-en-1-yl]oxy}hexanoic acid O=C(CCCCC(=O)O)OCC(CCCC=C)CCCC=C